FC=1C=C(CN(C(C2=C(C=C(C(=C2)C(C)C)O)O)=O)CCC)C=CC1 N-(3-Fluorobenzyl)-2,4-dihydroxy-5-isopropyl-N-propylbenzamide